Lithium 4-(cis-1-(cyclobutylmethyl)-8-(dimethylamino)-2-oxo-8-phenyl-1,3-diazaspiro[4.5]decan-3-yl)benzoate C1(CCC1)CN1C(N(CC12CCC(CC2)(C2=CC=CC=C2)N(C)C)C2=CC=C(C(=O)[O-])C=C2)=O.[Li+]